C(#N)C=1C=C2C(=C(C=NC2=CC1)NC(C(C(=O)O)(F)F)=O)N[C@H]1C[C@H](OCC1)C 3-((6-cyano-4-(((2R,4R)-2-methyltetrahydro-2H-pyran-4-yl)amino)quinolin-3-yl)amino)-2,2-difluoro-3-oxopropanoic acid